2,3-dichlorochlorobenzyl chloride ClC1=C(C(Cl)Cl)C=CC=C1Cl